FC(C=1C=C(N)C=CC1CN1CCN(CC1)C)F 3-(DIFLUOROMETHYL)-4-((4-METHYLPIPERAZIN-1-YL)METHYL)ANILINE